O-(cis-3-(2-(5,6,7,8-tetrahydro-1,8-naphthyridin-2-yl)ethyl)cyclobutyl)-N-(2,4,6-trimethylpyrimidine-5-carbonyl)homoserine N1=C(C=CC=2CCCNC12)CC[C@H]1C[C@H](C1)OCC[C@H](NC(=O)C=1C(=NC(=NC1C)C)C)C(=O)O